7-(4-(diisopropylamino) butyl)-13-((2-hexylnonanoyl) oxy)-7-hydroxytridecyl 2-hexyldecanoate C(CCCCC)C(C(=O)OCCCCCCC(CCCCCCOC(C(CCCCCCC)CCCCCC)=O)(O)CCCCN(C(C)C)C(C)C)CCCCCCCC